C(CCC)NC=1C2=C(N=C(N1)NC(OC)=O)C=NN2CC2=C(C=C(C=C2)C#N)OC methyl (7-(butylamino)-1-(4-cyano-2-methoxy-benzyl)-1H-pyrazolo[4,3-d]pyrimidin-5-yl)carbamate